4-(1-benzyl-1H-tetrazol-5-yl)-N-(4-cyclohexylbenzyl)aniline C(C1=CC=CC=C1)N1N=NN=C1C1=CC=C(NCC2=CC=C(C=C2)C2CCCCC2)C=C1